OC[C@]1(CN(CC1)C(C)(C)C1=NC(=CC=C1)C)CCC1=CC=C(C#N)C=C1 (R)-4-(2-(3-(hydroxymethyl)-1-(2-(6-methylpyridin-2-yl)propan-2-yl)pyrrolidin-3-yl)ethyl)benzonitrile